methyl 2-(3-azabicyclo[3.2.1]octan-8-yl)-7-chloro-2,4-dimethylbenzo[D][1,3]dioxan-5-carboxylate C12CNCC(CC1)C2C2(OC(C1=C(O2)C=C(C=C1C(=O)OC)Cl)C)C